BrC=1C(=NC(=NC1)NC1CCOCC1)C1=CC=C2CN(C(C2=C1)=O)CC(=O)N[C@H]([C@H](C)O)C1=CC=CC=C1 2-(6-{5-bromo-2-[(oxacyclohex-4-yl)amino]pyrimidin-4-yl}-1-oxo-2,3-dihydro-1H-isoindol-2-yl)-N-[(1S,2S)-2-hydroxy-1-phenylpropyl]acetamide